CC1=CN=C(S1)C=1C=C(OC[C@@H]2N(CCC2)C(=O)OC(C)(C)C)C=C(C1)C(N[C@H](C)C=1C=NC(=NC1)C(F)(F)F)=O Tert-butyl (2R)-2-{[3-(5-methyl-1,3-thiazol-2-yl)-5-({(1R)-1-[2-(trifluoromethyl)pyrimidin-5-yl]ethyl}carbamoyl)phenoxy] methyl}pyrrolidine-1-carboxylate